C(#N)C[C@@H]1N(CCN(C1)C=1C2=C(N=C(N1)Cl)C(=C(N=C2)Cl)F)C(=O)OCC2=CC=CC=C2 benzyl (2S)-2-(cyanomethyl)-4-(2,7-dichloro-8-fluoro-pyrido[4,3-d]pyrimidin-4-yl)piperazine-1-carboxylate